C(C)(C)(C)OC(=O)N(C(OC(C)(C)C)=O)CC1=NC=C(C=C1)[N+](=O)[O-] tert-butyl N-[(tert-butoxy)carbonyl]-N-[(5-nitropyridin-2-yl)methyl]carbamate